N=1C=C(N2C1C=CC=C2)C(=O)N2CC1=C(CC2)C(=CS1)C(=O)NC1=CC(=C(C=C1)CN1CCOCC1)C(F)(F)F 6-(imidazo[1,2-a]pyridine-3-carbonyl)-N-(4-(morpholinomethyl)-3-(trifluoromethyl)phenyl)-4,5,6,7-tetrahydrothieno[2,3-c]pyridine-3-carboxamide